(2R,3S)-3-({1-cyclopentyl-5-[2-(trifluoromethyl)phenyl]-1H-pyrazol-3-yl}formamido)-5-{6,6-difluoro-3-azabicyclo[3.1.0]hexan-3-yl}-2-methylpentanoic acid C1(CCCC1)N1N=C(C=C1C1=C(C=CC=C1)C(F)(F)F)C(=O)N[C@H]([C@H](C(=O)O)C)CCN1CC2C(C2C1)(F)F